tert-butyl 3-(2-(2-(3-iodopyridin-2-yl)hydrazineyl)-2-oxoethyl)piperidine-1-carboxylate IC=1C(=NC=CC1)NNC(CC1CN(CCC1)C(=O)OC(C)(C)C)=O